COC1=CC=C2C=CN(C(C2=C1)=O)C 7-methoxy-2-methylIsoquinolin-1(2H)-one